4-(methylamino)-4-oxobutanoate CNC(CCC(=O)[O-])=O